N1(CCN(CC1)CCO)CCO N'-piperazinediethanol